ClC1=C(C(=CC=C1)Cl)C=1C(N=CN2N=C(C=CC21)OC2=CC(=CC=C2)F)=O 5-(2,6-dichlorophenyl)-2-(3-fluorophenoxy)-6H-pyrimido[1,6-b]pyridazin-6-one